ClC1=C(C=C(C#N)C=C1)C(=O)C=1N(N=C(C1)[N+](=O)[O-])C 4-chloro-3-(2-methyl-5-nitropyrazole-3-carbonyl)benzonitrile